2'-Chloro-4'-((4-methyltetrahydro-2H-pyran-4-yl)methoxy)-4,5,5',6'-tetrahydro-2H-spiro[furan-3,8'-pyrano[3,4-b]pyridine] ClC1=CC(=C2C(=N1)C1(OCC2)COCC1)OCC1(CCOCC1)C